1-cyano-N-((6S,7S)-6-((2-fluoro-[1,1'-biphenyl]-3-yl)methyl)-5-((R)-oxetane-2-carbonyl)-5-azaspiro[2.4]heptan-7-yl)methanesulfonamide C(#N)CS(=O)(=O)N[C@@H]1[C@@H](N(CC12CC2)C(=O)[C@@H]2OCC2)CC=2C(=C(C=CC2)C2=CC=CC=C2)F